o-vinylphenyl-tris(trimethyl-siloxy)silane C(=C)C1=C(C=CC=C1)[Si](O[Si](C)(C)C)(O[Si](C)(C)C)O[Si](C)(C)C